FC=1C=C(C=C(C1)F)[C@@H]1CC=NN1C(=O)N1CCN(CC1)C1=NC=C(C(=N1)C(=O)N)OC (S)-2-(4-(5-(3,5-difluorophenyl)-4,5-dihydro-1H-pyrazole-1-carbonyl)piperazin-1-yl)-5-methoxypyrimidine-4-carboxamide